CC1(OC2=CC=CC=C2[C@H](C1)NC(=O)[C@H]1[C@@H](C1)C(CCN1C(NC(CC1=O)(C)C)=[NH2+])OC)C [1-[(1S)-[(1R,2R)-2-[[(4S)-2,2-dimethylchroman-4-yl]carbamoyl]cyclopropyl]-3-methoxy-propyl]-4,4-dimethyl-6-oxo-hexahydropyrimidin-2-ylidene]ammonium